1-(1-(2-((3-([1,1'-biphenyl]-4-yl)-1-amino-1-oxopropan-2-yl)carbamoyl)-4-hydroxypyrrolidin-1-yl)-3,3-dimethyl-1-oxobutan-2-yl)-N-methyl-1H-1,2,3-triazole-4-carboxamide C1(=CC=C(C=C1)CC(C(=O)N)NC(=O)C1N(CC(C1)O)C(C(C(C)(C)C)N1N=NC(=C1)C(=O)NC)=O)C1=CC=CC=C1